4-fluoro-N-(8-fluoro-2-methyl-imidazo[1,2-a]pyridin-6-yl)-1-methyl-6-piperazin-1-yl-indazol-3-amine FC1=C2C(=NN(C2=CC(=C1)N1CCNCC1)C)NC=1C=C(C=2N(C1)C=C(N2)C)F